C(C=C)(=O)NNC(=O)OC(C)(C)C Tert-butyl 2-acryloylhydrazinecarboxylate